N-(4-(6-((2S,6R)-2,6-dimethylmorpholino)pyridin-2-yl)thiazol-2-yl)piperidine-2-carboxamide hydrochloride Cl.C[C@@H]1O[C@@H](CN(C1)C1=CC=CC(=N1)C=1N=C(SC1)NC(=O)C1NCCCC1)C